3-[2-fluoro-4-methoxy-5-(3-methylindole-1-sulfonyl)phenyl]-2,4-dioxo-1H-thieno[3,4-d]pyrimidine-5-formic acid FC1=C(C=C(C(=C1)OC)S(=O)(=O)N1C=C(C2=CC=CC=C12)C)N1C(NC=2C(C1=O)=C(SC2)C(=O)O)=O